N[C@H](C(=O)O)CC1=CC=C(C=C1)I (S)-2-amino-3-(4-iodophenyl)propionic acid